C(C)(C)(C)C1=CC=C(C=C1)C1=NC=C(C=N1)C(=O)O 2-(4-(tert-butyl)phenyl)pyrimidine-5-carboxylic acid